N-[(3R)-pyrrolidin-3-yl]pyridin-2-amine N1C[C@@H](CC1)NC1=NC=CC=C1